7-fluoro-1H-pyrrolo[3,2-c]pyridin FC=1C2=C(C=NC1)C=CN2